2,4-dichloro-5-(1-methyl-1H-imidazol-4-yl)pyrimidine ClC1=NC=C(C(=N1)Cl)C=1N=CN(C1)C